(1R,9S)-9-ethyl-5-fluoro-9-hydroxy-1-((R)-2-hydroxy-1-(isopropylamino)ethyl)-4-methyl-1,2,3,9,12,15-hexahydro-10H,13H-benzo[de]pyrano[3',4':6,7]indolizino[1,2-b]quinoline-10,13-dione C(C)[C@]1(C(OCC=2C(N3CC=4C(=NC=5C=C(C(=C6C5C4[C@@H](CC6)[C@H](CO)NC(C)C)C)F)C3=CC21)=O)=O)O